C(C(CC(=O)O)C(=O)O)C(=O)O 1,2,3-Propanetri-carboxylic acid